(1S,2S,3S,6R)-4-((difluoromethoxy)methyl)-6-((2-(spiro[2.5]octan-6-yl)ethyl)amino)cyclohex-4-ene-1,2,3-triol FC(OCC=1[C@@H]([C@@H]([C@H]([C@@H](C1)NCCC1CCC2(CC2)CC1)O)O)O)F